trifluoropropyl-methyl-cyclotrisilane FC(CC[Si]1([SiH2][SiH2]1)C)(F)F